tert-butyl (R)-5-(5-(tert-butyl)-1,3,4-oxadiazole-2-carboxamido)-8-(2-chloropyrimidin-4-yl)-1,3,4,5-tetrahydro-2H-benzo[c]azepine-2-carboxylate C(C)(C)(C)C1=NN=C(O1)C(=O)N[C@H]1C2=C(CN(CC1)C(=O)OC(C)(C)C)C=C(C=C2)C2=NC(=NC=C2)Cl